CO[C@@](C=O)(O)[C@@H](O)[C@H](O)[C@H](O)CO 2-methoxy-D-glucose